1-[ethyl-(methyl)carbamoyl]-3-methyl-1H-imidazol-3-ium iodide [I-].C(C)N(C(=O)N1C=[N+](C=C1)C)C